5-(isoindolin-2-yl)-N-(3-methoxyphenyl)-7-(1H-pyrazol-4-yl)-3-(tetrahydro-2H-pyran-4-yl)pyrazolo[1,5-a]pyrimidine-2-carboxamide C1N(CC2=CC=CC=C12)C1=NC=2N(C(=C1)C=1C=NNC1)N=C(C2C2CCOCC2)C(=O)NC2=CC(=CC=C2)OC